C=C(COC=1C(=CC2=C(N=C(S2)C(CCC(=O)OC)=O)C1F)OC)COC=1C(=CC2=C(N=C(S2)C(CCC(=O)OC)=O)C1F)OC dimethyl 4,4'-(((2-methylenepropane-1,3-diyl)bis(oxy))bis(4-fluoro-6-methoxybenzo[d]thiazole-5,2-diyl))bis(4-oxobutanoate)